N1C(C2(C3=CC=CC=C13)CCNCCC2)=O 1',2'-dihydrospiro[azepane-4,3'-indol]-2'-one